2,2,5,5-tetraethylpyrrolidine C(C)C1(NC(CC1)(CC)CC)CC